N1=CC=C(C=C1)COC1=CC=C(C=C1)/C=C/C(=O)C1=CC=C(C=C1)S(=O)(=O)NCCC(=O)O 3-[[4-[(E)-3-[4-(Pyridin-4-ylmethoxy)phenyl]prop-2-enoyl]phenyl]sulfonylamino]propanoic acid